FC1=C(C(=CC2=C1N=CS2)F)NC2=C1C(=NC=C2)SC(=C1)C1CCN(C12COCC2)C 4,6-difluoro-N-(2-(1-methyl-7-oxa-1-azaspiro[4.4]nonan-4-yl)thieno[2,3-b]pyridin-4-yl)benzo[d]thiazol-5-amine